(3-(1-((tert-butyldimethylsilyl)oxy)ethyl)-2,6-bis(methoxymethoxy)phenyl)-2-methylpropan-2-en-1-ol [Si](C)(C)(C(C)(C)C)OC(C)C=1C(=C(C(=CC1)OCOC)C(C(=C)C)O)OCOC